C1(CC1)C=1C=C(C=2N(C1)C=C(N2)CNCC)N2C(N(C(C2)=O)C)=O 1-(6-cyclopropyl-2-((ethylamino)methyl)imidazo[1,2-a]pyridin-8-yl)-3-methylimidazolidine-2,4-dione